O[C@H](C)[C@H]1CNCCC1 (R)-3-((R)-1-hydroxyethyl)piperidin